(3aS,7aS)-3a-(3,4-dimethoxyphenyl)-1-methyl-octahydro-1H-indole COC=1C=C(C=CC1OC)[C@@]12CCN([C@H]2CCCC1)C